C(C)(C)C=1C=C(N)C=CC1 3-isopropyl-aniline